N-hydroxy-3,5-dibromobenzamide ONC(C1=CC(=CC(=C1)Br)Br)=O